zirconium tris-isopropoxide CC([O-])C.CC([O-])C.CC([O-])C.[Zr+3]